C1(=CC=CC=C1)C1(SCCCS1)C(F)(F)F 2-phenyl-2-trifluoromethyl-1,3-dithiane